methyl (1s,4s)-4-((5-(2-(2-aminopyridin-3-yl)-5-phenyl-3H-imidazo[4,5-b]pyridin-3-yl)-6-methylpyridin-2-yl)amino)cyclohexane-1-carboxylate NC1=NC=CC=C1C1=NC=2C(=NC(=CC2)C2=CC=CC=C2)N1C=1C=CC(=NC1C)NC1CCC(CC1)C(=O)OC